C(C)(C)(C)OC(=O)[C@H]1[C@@H](C1)C1CCOCC1 trans-2-(tetrahydro-2H-pyran-4-yl)cyclopropanecarboxylic acid tert-butyl ester